1-(4-methoxypyridin-2-yl)-4-methylpiperazine COC1=CC(=NC=C1)N1CCN(CC1)C